C(C)N(C1=NC(=CC=C1[N+](=O)[O-])N(C)C)CC1=CN=C(S1)C N-ethyl-N-((2-methylthiazol-5-yl)methyl)-6-dimethylamino-3-nitropyridin-2-amine